O1C(CCCC1)OCOC(=O)C1C2C=CC(C1)C2=O 5-tetrahydropyran-2-yloxymethyloxycarbonyl-7-oxo-bicyclo[2.2.1]Hept-2-ene